FC1=CC=C(C=C1)C(N1C[C@@H](N(C[C@H]1C)C=1C2=C(NC(C1)=O)N(C(=N2)C)C[C@H]2OCCC2)C)C2=CC=C(C=C2)F 7-((2S,5R)-4-(bis(4-fluorophenyl)methyl)-2,5-dimethylpiperazin-1-yl)-2-methyl-3-(((S)-tetrahydrofuran-2-yl)methyl)-3,4-dihydro-5H-imidazo[4,5-b]pyridin-5-one